1-(6-hydroxybenzo[d][1,3]dioxol-5-yl)-3-(hydroxymethyl)-N-isopropyl-6,7-dimethoxy-2-naphthamide OC=1C(=CC2=C(OCO2)C1)C1=C(C(=CC2=CC(=C(C=C12)OC)OC)CO)C(=O)NC(C)C